CC1C(NCCC2=C1C=CC=C2)=O 1-methyl-1,3,4,5-tetrahydro-2H-benzo[d]azepin-2-one